1-(3-(4-((4-phenoxyphenyl)amino)pyrido[3,2-d]pyrimidin-6-yl)piperidin-1-yl)prop-2-en-1-one O(C1=CC=CC=C1)C1=CC=C(C=C1)NC=1C2=C(N=CN1)C=CC(=N2)C2CN(CCC2)C(C=C)=O